6-methoxy-2-(2-methylsulfonylethyl)pyrazolo[1,5-a]pyridin-5-amine COC=1C(=CC=2N(C1)N=C(C2)CCS(=O)(=O)C)N